8-Chloro-N-(1-(7,8-difluoro-1-oxo-1,2-dihydroisoquinolin-4-yl)ethyl)-N-methylindolizine-2-carboxamide ClC1=CC=CN2C=C(C=C12)C(=O)N(C)C(C)C1=CNC(C2=C(C(=CC=C12)F)F)=O